5-Bromo-N-((6-((3R,5S)-3,5-dimethylpiperazin-1-yl)pyridin-2-yl)methyl)-2-methyl-7-tosyl-7H-pyrrolo[2,3-d]pyrimidin-4-amine BrC1=CN(C=2N=C(N=C(C21)NCC2=NC(=CC=C2)N2C[C@H](N[C@H](C2)C)C)C)S(=O)(=O)C2=CC=C(C)C=C2